ClC=1C=NN(C(C1Cl)=O)CC(=O)NC=1C=CC(=C(C1)S(=O)(=O)NCCCCNC(=O)[C@H](CC(C)C)NC(OC(C)(C)C)=O)C tert-butyl N-[(1S)-1-[4-[[5-[[2-(4,5-dichloro-6-oxo-pyridazin-1-yl)acetyl]amino]-2-methyl-phenyl]sulfonylamino]butylcarbamoyl]-3-methyl-butyl]carbamate